3-(PROPYLSULFANYL)PROPANOIC ACID C(CC)SCCC(=O)O